C(C)(C)(C)[Si](O[C@H]1[C@@H](O[C@@H]([C@H]1O[Si](C)(C)C(C)(C)C)CO[Si](C)(C)C(C)(C)C)N1C=NC=2C(O)=NC=NC12)(C)C 2',3',5'-tri-O-[tert-butyl-(dimethyl)silyl]inosine